(1R,2S,5R)-1-amino-5-(2-boronoethyl)-2-((dimethylamino)methyl)cyclohexanecarboxylic acid N[C@]1([C@@H](CC[C@H](C1)CCB(O)O)CN(C)C)C(=O)O